OC(=O)C(F)(F)F.FC1=CC=C(C=C1)C1C(C1)NCC1CN(C1)CCCC1=CC=C(C(=O)NO)C=C1 4-(3-(3-(((2-(4-fluorophenyl)cyclopropyl)amino)methyl)azetidin-1-yl)propyl)-N-hydroxybenzamide TFA Salt